N-(3-fluoro-5-(2-methoxyethoxy)phenyl)-2-(1H-imidazol-1-yl)-6-(trifluoromethyl)pyrimidine-4-carboxamide FC=1C=C(C=C(C1)OCCOC)NC(=O)C1=NC(=NC(=C1)C(F)(F)F)N1C=NC=C1